OCC(O)C1=CC=CC=C1 beta-hydroxyphenylethanol